Cl.NCCOC1=C(C=C(C=C1C)Cl)C1=NC=NN2C1=CC(=C2)CN2C(C1C(C1C2=O)(C)C)=O 3-((4-(2-(2-aminoethoxy)-5-chloro-3-methylphenyl)pyrrolo[2,1-f][1,2,4]triazin-6-yl)methyl)-6,6-dimethyl-3-azabicyclo[3.1.0]hexane-2,4-dione hydrochloride